FC1=C(C=CC(=C1)F)C1=C(C=C2C(=NC(N3C2=C1SCC3)=O)N3C1C(NCC3)CS(C1)(=O)=O)C(F)(F)F 10-(2,4-difluorophenyl)-7-(6,6-dioxidohexahydrothieno[3,4-b]pyrazin-1(2H)-yl)-9-(trifluoromethyl)-2,3-dihydro-5H-[1,4]thiazino[2,3,4-ij]quinazolin-5-one